OP(O)(=O)OP(=O)(O)O.CN(CC(C)N(C)C)C tetramethyl-propylenediamine pyrophosphate